[Si](C)(C)(C(C)(C)C)OCC1CCC(CC1)N1C(C2=CC(=C(C=C2C1)OC)[N+](=O)[O-])=O 2-[4-[[tert-butyl(dimethyl)silyl]oxymethyl]cyclohexyl]-5-methoxy-6-nitro-isoindolin-1-one